1-methylsulfonyl-pyrrolidinium bis(pentafluoroethylsulfonyl)imide salt [N-](S(=O)(=O)C(F)(F)C(F)(F)F)S(=O)(=O)C(F)(F)C(F)(F)F.CS(=O)(=O)[NH+]1CCCC1